2-(acetoxyl)-3-dodecyl-1,4-naphthoquinone O(C(=O)C)C=1C(C2=CC=CC=C2C(C1CCCCCCCCCCCC)=O)=O